CC(C=C)OCC(COC(C=C)C)O 1,3-di(1-methyl-allyloxy)-2-propanol